FC1=CC=C(C=C1)N(C(=O)OCC1CCC(CC1)COCC(=O)O)C1=CC=CC=C1 2-(((1r,4r)-4-(((4-fluorophenyl)(phenyl)carbamoyloxy)methyl)cyclohexyl)methoxy)acetic acid